hydroxy-2-naphthoic acid OC1=C(C=CC2=CC=CC=C12)C(=O)O